CC1=NC(=CC(=C1)CNC(C1=CN=CC(=C1N1C[C@]2(CCCN2)CC1)C1=CC(=CC(=C1)F)F)=O)C N-[(2,6-dimethyl-4-pyridyl)methyl]-4-{(S)-1,7-diaza-7-spiro[4.4]nonyl}-5-(3,5-difluorophenyl)nicotinamide